[Si](C)(C)(C)OP(O[Si](C)(C)C)O[Si](C)(C)C.C(=O)(O)C1=CC=C(OC(C)(C)OC2=CC=C(C=C2)C(=O)O)C=C1 bis(p-carboxyphenoxy)propane TrisTMSphosphite